2-(4-((1R,5S)-3,8-diazabicyclo[3.2.1]octan-3-yl)-8-fluoro-7-(3-hydroxynaphthalen-1-yl)quinazolin-2-yl)-2-azaspiro[3.3]heptan-5-ol [C@H]12CN(C[C@H](CC1)N2)C2=NC(=NC1=C(C(=CC=C21)C2=CC(=CC1=CC=CC=C21)O)F)N2CC1(C2)C(CC1)O